tert-butyl N-[4-([1,2,4]triazolo[4,3-a]pyridin-3-yl)-2-pyridyl]carbamate N=1N=C(N2C1C=CC=C2)C2=CC(=NC=C2)NC(OC(C)(C)C)=O